O=C1NC(CCC1N1C(N(C2=C1C=CC=C2N2CC(C(CC2)N(C(OC(C)(C)C)=O)C)F)C)=O)=O tert-butyl N-[1-[1-(2,6-dioxo-3-piperidyl)-3-methyl-2-oxo-benzimidazol-4-yl]-3-fluoro-4-piperidyl]-N-methyl-carbamate